C(C1CCC(CC1)N=C=O)C1CCC(CC1)N=C=O 4,4'-methylenedicyclohexyl isocyanate